COC1=CC=C(C=C1)CNC(=O)C1OC(CC1)=O N-[(4-methoxyphenyl)methyl]-5-oxo-tetrahydrofuran-2-carboxamide